ClC1=NC2=CC(=CC=C2C(=C1)C1(CC1)C=1C(=C(C(=O)N)C=C(C1)OCC1N(CC1)C)C)F (1-(2-chloro-7-fluoroquinolin-4-yl)cyclopropyl)-2-methyl-5-((1-methylazetidin-2-yl)methoxy)benzamide